CS(=O)CCCCCCCCC(C(=O)O)N The molecule is a sulfur-containing amino acid that is the sulfoxide obtained by formal oxygenation of the sulfur atom of hexahomomethionine. It has a role as a plant metabolite. It is a non-proteinogenic alpha-amino acid, a sulfoxide and a sulfur-containing amino acid. It derives from a hexahomomethionine.